1-{[6-Chloro-5-(trifluoromethyl)(2-pyridyl)]amino}-4-methyl-3-[(3-methylbutoxy)methyl]azoline-2,5-dione ClC1=C(C=CC(=N1)NN1C(C(=C(C1=O)C)COCCC(C)C)=O)C(F)(F)F